OCCCCCCCC1=NC=2N(C(N(C(C2N1C)=O)C)=O)C 8-(7-hydroxyheptyl)-1,3,7-trimethyl-3,7-dihydro-1H-purine-2,6-dione